O=C1NC(CCC1C1=CC=C(C=C1)N1CC2(C1)CC(C2)CC(=O)O)=O 2-[2-[4-(2,6-dioxo-3-piperidinyl)phenyl]-2-azaspiro[3.3]hept-6-yl]acetic acid